C1=CC(=CC=2OC3=C(C21)C=CC=C3)N 3-dibenzofuranamine